N1C=NC(C1=O)=O imidazolinequinone